CN1C(=NC(=C1)C(F)(F)F)C1=CC=C(O1)CO (5-(1-methyl-4-(trifluoromethyl)-1H-imidazol-2-yl)furan-2-yl)methanol